(S)-N-(3-(2-methyl-7-(methylsulfonyl)-2,3-dihydro-[1,4]dioxino[2,3-c]pyridin-5-yl)-1H-pyrrolo[2,3-c]pyridin-5-yl)acetamide C[C@@H]1OC2=C(C(=NC(=C2)S(=O)(=O)C)C2=CNC3=CN=C(C=C32)NC(C)=O)OC1